N[C@](CN1CC(C1)OC1=C(C2=C([C@@H]3[C@H](B(O2)O)C3)C=C1)C(=O)O)(C(=O)NCCO)C (1aR,7bS)-5-[(1-{(2R)-2-amino-3-[(2-hydroxyethyl)amino]-2-methyl-3-oxopropyl}azetidin-3-yl)oxy]-2-hydroxy-1,1a,2,7b-tetrahydrocyclopropa[c][1,2]benzoxaborinine-4-carboxylic acid